(S)-3-((S)-sec-Butyl)-2-oxo-1,2,3,5-tetrahydro-4H-benzo[e][1,4]diazepine-4-carbonitrile [C@H](C)(CC)[C@@H]1N(CC2=C(NC1=O)C=CC=C2)C#N